1-(2-(3-fluorophenyl)-2-oxoethyl)piperidin FC=1C=C(C=CC1)C(CN1CCCCC1)=O